CC1(OB(OC1(C)C)C1=CC(=NC=C1)NC(=O)C1CC1)C N-[4-(4,4,5,5-tetramethyl-1,3,2-dioxaborolan-2-yl)pyridin-2-yl]cyclopropanecarboxamide